1-(5-((4-(2-morpholino-6,7-dihydrothieno[3,2-d]pyrimidin-4-yl)piperazin-1-yl)methyl)-1-oxoisoindolin-2-yl)dihydropyrimidine-2,4(1H,3H)-dione O1CCN(CC1)C=1N=C(C2=C(N1)CCS2)N2CCN(CC2)CC=2C=C1CN(C(C1=CC2)=O)N2C(NC(CC2)=O)=O